(R) or (S)-6-(2-hydroxypropan-2-yl)-N'-((3-oxo-1,2,3,5,6,7-hexahydro-s-indacen-4-yl)carbamoyl)pyridine-3-sulfonimidamide OC(C)(C)C1=CC=C(C=N1)[S@@](=O)(N)=NC(NC1=C2C(CCC2=CC=2CCCC12)=O)=O |o1:10|